ONC(=O)C=1C=NC(=NC1)N1C(CNCC1)C=1C=C(C=2C(=CNC2C1)C)C(=O)N 6-(4-(5-(hydroxycarbamoyl)pyrimidin-2-yl)piperazin-3-yl)-3-methyl-1H-indole-4-carboxamide